N-(4-(4-amino-1-methyl-1H-pyrazolo[3,4-d]pyrimidin-3-yl)phenyl)-5-(4-fluorophenyl)-1-(2-methoxyethyl)-4-oxo-1,4-dihydropyridazine-3-carboxamide NC1=C2C(=NC=N1)N(N=C2C2=CC=C(C=C2)NC(=O)C2=NN(C=C(C2=O)C2=CC=C(C=C2)F)CCOC)C